C[Si](C)(C)[N+]#[C-] trimethylsilyl isonitrile